6-chloro-4-((2S,5S)-5-(hydroxymethyl)-2-methyl-4-(1-(4-(trifluoromethyl)phenyl)ethyl)piperazin-1-yl)-1-methylpyrido[3,2-d]pyrimidin-2(1H)-one diPropylphosphinate C(CC)P(O)(=O)CCC.ClC=1C=CC=2N(C(N=C(C2N1)N1[C@H](CN([C@@H](C1)CO)C(C)C1=CC=C(C=C1)C(F)(F)F)C)=O)C